6-(Benzofuran-2-ylsulfonyl)-7-methyl-6-azaspiro[3.4]octane O1C(=CC2=C1C=CC=C2)S(=O)(=O)N2CC1(CCC1)CC2C